C/C(=C\C)/C=1C(=C(C(=C2C=NNC12)C=1N=CC=2N(C1)C=C(N2)NC(=O)[C@H]2[C@H](C2)F)Cl)F (1S,2S)-N-(6-(7-((E)-but-2-en-2-yl)-5-chloro-6-fluoro-1H-indazol-4-yl)imidazo[1,2-a]pyrazin-2-yl)-2-fluorocyclopropane-1-carboxamide